4-(3-(4-(2-(4-acetyl-5-methyl-3-phenyl-1H-pyrrol-2-yl)-1H-benzo[d]imidazol-6-yl)piperazin-1-yl)pyrrolidin-1-yl)-2-(2,6-dioxopiperidin-3-yl)isoindoline-1,3-dione C(C)(=O)C=1C(=C(NC1C)C1=NC2=C(N1)C=C(C=C2)N2CCN(CC2)C2CN(CC2)C2=C1C(N(C(C1=CC=C2)=O)C2C(NC(CC2)=O)=O)=O)C2=CC=CC=C2